Ethyl 4-amino-2-(8-(isoquinolin-3-yl)-3,8-diazabicyclo[3.2.1]octan-3-yl)pyrimidine-5-carboxylate NC1=NC(=NC=C1C(=O)OCC)N1CC2CCC(C1)N2C=2N=CC1=CC=CC=C1C2